tert-butyl (S)-4-(2-((((9H-fluoren-9-yl) methoxy) carbonyl) amino)-3-methoxy-3-oxopropyl)-2-methoxybenzoate C1=CC=CC=2C3=CC=CC=C3C(C12)COC(=O)N[C@@H](CC1=CC(=C(C(=O)OC(C)(C)C)C=C1)OC)C(=O)OC